trans-2-nonadecene-1,1-dicarboxylic anhydride C1(\C=C\CCCCCCCCCCCCCCCC)C(=O)OC1=O